ClC=1C=C(C=CC1Cl)N1CC(CC1)C=1C=C(C(=O)O)C=C(C1)C 3-(1-(3,4-dichlorophenyl)pyrrolidin-3-yl)-5-methylbenzoic acid